FC1(CCN(CC1)CCNC(=O)C=1C=C(C(=NC1)C)C=1N2C(SC1C=1C=NC=CC1)=C(C=N2)C(=O)N)F (5-((2-(4,4-difluoropiperidin-1-yl)ethyl)carbamoyl)-2-methylpyridin-3-yl)-2-(pyridin-3-yl)pyrazolo[5,1-b]Thiazole-7-carboxamide